2-(benzoylamino)-cyclopropanoic acid C(C1=CC=CC=C1)(=O)NC1C(C1)C(=O)O